CC1(C2CC=CC1(C2)CCC=O)C 3-(6,6-dimethylbicyclo[3.1.1]hept-2-en-yl)propanal